(6-((4-chloro-1,3,5-triazin-2-yl)amino)quinoxalin-5-yl)dimethylphosphine oxide ClC1=NC(=NC=N1)NC=1C(=C2N=CC=NC2=CC1)P(C)(C)=O